CC(=CCC/C(=C/CC/C(=C/CC/C(=C/COC[C@@H](COP(=O)(O)OP(=O)(O)OC[C@@H]1[C@H]([C@H]([C@@H](O1)N2C=CC(=NC2=O)N)O)O)OC/C=C(\\C)/CC/C=C(\\C)/CC/C=C(\\C)/CCC=C(C)C)/C)/C)/C)C The molecule is a nucleotide conjugate consisting of CDP joined at the 1-position of 2,3-bis-O-(geranylgeranyl)-sn-glycerol via a diphosphate linkage. It derives from a CDP and a 2,3-bis-O-(geranylgeranyl)-sn-glycerol 1-phosphate. It is a conjugate acid of a CDP-2,3-bis-O-(geranylgeranyl)-sn-glycerol(2-).